C(#N)C1=CC=2N(N=C1)C(=CC2)C2=CC(=C(C=N2)C2=NN=C(S2)N2CC([C@@H](CC2)NC(C)=O)(F)F)NC(C)C (R)-N-(1-(5-(6-(3-cyanopyrrolo[1,2-b]pyridazin-7-yl)-4-(isopropylamino)pyridin-3-yl)-1,3,4-thiadiazol-2-yl)-3,3-difluoropiperidin-4-yl)acetamide